C(#C)C1=CC=C(C=C1)C1=NN2C(C=NCC2)=C1C1=CC=NC=C1 2-(4-ethynylphenyl)-3-(pyridin-4-yl)-6,7-dihydropyrazolo[1,5-a]pyrazin